N-[3-(N,S-dimethylsulfonimidoyl)phenyl]-2-(4-fluoro-2-methyl-phenoxy)-5-(trifluoromethyl)pyridine-3-carboxamide CN=S(=O)(C)C=1C=C(C=CC1)NC(=O)C=1C(=NC=C(C1)C(F)(F)F)OC1=C(C=C(C=C1)F)C